2-(Methylsulfanyl)-3-(methylsulfonyl)-N-(1-methyl-1H-tetrazol-5-yl)-4-(trifluoromethyl)benzamide CSC1=C(C(=O)NC2=NN=NN2C)C=CC(=C1S(=O)(=O)C)C(F)(F)F